FC=1C=C(C=CC1)C=1C(NC2=CC=C(C=C2C1)C1=CC=C(C=C1)N1CCN(CC1)C(C)C)=O 3-(3-fluorophenyl)-6-{4-[4-(propan-2-yl)piperazin-1-yl]phenyl}-1,2-dihydro-quinolin-2-one